Br.C(C)N(C1=CC=CC=C1)CC N,N-diethylaniline HBr salt